SCC(CO)C=1SC=CC1 3-mercapto-2-(thiophen-2-yl)propan-1-ol